(2S)-4-[[3-[[5-[(2S,3R)-3-hydroxypyrrolidin-2-yl]-1,3,4-oxadiazol-2-yl]amino]-2,5-dimethyl-phenyl]methyl]-2-methyl-piperazine-1-carboxylic acid [(1R)-1-methylpropyl] ester C[C@H](CC)OC(=O)N1[C@H](CN(CC1)CC1=C(C(=CC(=C1)C)NC=1OC(=NN1)[C@H]1NCC[C@H]1O)C)C